methyl (S)-2-((2-(2,6-difluoro-4-sulfamoylphenyl)-6-fluoro-7-methylimidazo[1,2-a]pyridin-3-yl)methyl)morpholine-4-carboxylate FC1=C(C(=CC(=C1)S(N)(=O)=O)F)C=1N=C2N(C=C(C(=C2)C)F)C1C[C@H]1CN(CCO1)C(=O)OC